FC(C1=C(C=CC(=C1)C)C1=NN=C(C2=CC=CC=C12)N[C@H]1CN(CCC1)CC)F (R)-4-(2-(difluoromethyl)-4-methylphenyl)-N-(1-ethylpiperidin-3-yl)phthalazin-1-amine